ClC=1C=C(C=CC1F)NC1=NC=NC2=CC(=C(C=C12)NC(\C=C\CN1CCN(CC1)C(CCCCCCNC1=C2CN(C(C2=CC=C1)=O)C1C(NC(CC1)=O)=O)=O)=O)OC (E)-N-(4-((3-chloro-4-fluorophenyl)amino)-7-methoxyquinazolin-6-yl)-4-(4-(7-((2-(2,6-dioxopiperidin-3-yl)-1-oxoisoindolin-4-yl)amino)heptanoyl)piperazin-1-yl)but-2-enamide